(+/-)-isopropyl (1S,3S)-3-((6-(5-((((cyclopropylmethyl)(methyl)carbamoyl) oxy)methyl)-1-methyl-1H-pyrazol-4-yl)-2-fluoropyridin-3-yl)oxy)cyclohexane-1-carboxylate C1(CC1)CN(C(=O)OCC1=C(C=NN1C)C1=CC=C(C(=N1)F)O[C@@H]1C[C@H](CCC1)C(=O)OC(C)C)C |r|